NC=1C=CC(=C(C1)[C@@H]1[C@@H](C1)C#N)Cl cis-2-(5-amino-2-chlorophenyl)cyclopropane-1-carbonitrile